4-[(2,2-dimethyl-4-oxo-4H-1,3-benzodioxin-7-yl)oxy]benzaldehyde CC1(OC(C2=C(O1)C=C(C=C2)OC2=CC=C(C=O)C=C2)=O)C